5,5-dimethyl-5,7-dihydro-6H-pyrrolo[2,3-d]pyrimidin-6-one CC1(C(NC=2N=CN=CC21)=O)C